3,4-diamino-2,2'-bis(trifluoromethyl)biphenyl NC=1C(=C(C=CC1N)C1=C(C=CC=C1)C(F)(F)F)C(F)(F)F